8-bromocoumarin BrC=1C=CC=C2C=CC(OC12)=O